CC1(C2C3C4C=CC(C3C(C1)C2)C4)CCC(=O)O 8-methyl-8-carboxyethyltetracyclo[4.4.0.12,5.17,10]-3-dodecene